6-butyl-4-(pyridin-3-yl)quinolin C(CCC)C=1C=C2C(=CC=NC2=CC1)C=1C=NC=CC1